C(#N)C=1C(=NC(=C(C(=O)NC2=CC(=CC=C2)[S@@](=O)(=N)C)C1C)N1CCC(CCC1)(F)F)C#N (R)-5,6-dicyano-2-(4,4-difluoroazepan-1-yl)-4-methyl-N-(3-(S-methylsulfonimidoyl)phenyl)nicotinamide